C1(CC1)NC(=O)C1(CC1)CCCCCCCCCCC1CC1 1-(10-(1-(cyclopropylcarbamoyl)cyclopropyl)decyl)cyclopropane